BrC1=NC=CC(=C1)NCC=1N=C2N(C=C(C=C2CO)C2CC2)C1 (2-(((2-bromopyridin-4-yl)amino)methyl)-6-cyclopropylimidazo[1,2-a]pyridin-8-yl)methanol